monomercaptoethanol SC(C)O